N-{(2S)-4-[2-(4-chloro-3-fluorophenoxy)acetamido]-2-hydroxybicyclo[2.2.2]octan-1-yl}-6-fluoro-3,4-dihydro-2H-1-benzopyran-2-carboxamide ClC1=C(C=C(OCC(=O)NC23C[C@@H](C(CC2)(CC3)NC(=O)C3OC2=C(CC3)C=C(C=C2)F)O)C=C1)F